FC(C1=C(C2=CC=CC=C2C=C1)C(C#N)=CO)F 2-(2-(difluoromethyl)naphthalen-1-yl)-3-hydroxyacrylonitrile